(3S)-pyrrolidine-3-nitrile hydrochloride Cl.N1C[C@H](CC1)C#N